OC1=CC=C(C=C1)C1(C2=CC=CC=C2C=2C=CC=CC12)C1=CC=C(C=C1)O 9,9-bis-(4-hydroxyphenyl)fluorene